CN(C)CC1CN(C1)C(=O)C1=CC2=CC=CC(=C2C=C1)OC1=CC=C(C=C1)C(F)(F)F (3-((Dimethylamino)methyl)azetidin-1-yl)(5-(4-(trifluoromethyl)phenoxy)naphthalen-2-yl)methanone